3,3-dimethyl-1-(2,2,2-trifluoroethyl)-6-vinyl-indolin-2-one CC1(C(N(C2=CC(=CC=C12)C=C)CC(F)(F)F)=O)C